ClCC=1C(=NC=CC1C)C1CCC1 3-(chloromethyl)-2-cyclobutyl-4-methylpyridine